BrC1=C(NC=2C1=NC(=CC2)Cl)C2=CC(=NC=C2)NC(CC2=CC=C(C=C2)F)=O N-[4-(3-bromo-5-chloro-1H-pyrrolo[3,2-b]pyridin-2-yl)pyridin-2-yl]-2-(4-fluorophenyl)acetamide